O[C@H]1CC(N[C@@H](C[C@@H]2O[C@@]2(CCC[C@@H]([C@@H]([C@H](C(C1(C)C)=O)C)O)C)C)\C(=C\C=1N=C(SC1)C)\C)=O (1S,3S,7S,10R,11S,12S,16R)-7,11-dihydroxy-8,8,10,12,16-pentamethyl-3-[(1E)-1-methyl-2-(2-methyl-4-thiazolyl)ethenyl]17-oxa-4-azabicyclo[14.1.0]heptadecane-5,9-dione